O1CCOC(=C1)C1=CC=C(C=C1)B1OC(C(O1)(C)C)(C)C 2-[4-(2,3-dihydro-1,4-dioxin-5-yl)phenyl]-4,4,5,5-tetramethyl-1,3,2-dioxaborolane